C\C(=C/CC=1C(=C(C(=CC1O)CCCCC)C(=O)N1CCCC1)O)\CCC=C(C)C (E)-(3-(3,7-dimethylocta-2,6-dien-1-yl)-2,4-dihydroxy-6-pentylphenyl)(pyrrolidin-1-yl)methanone